CN1C(C(=C(C2=CC=C(C=C12)OC1COCC1)N1CCC(CC1)C=1OC2=C(N1)C=C(C=C2)C)C(=O)N)=O (-)-1-methyl-4-[4-(5-methyl-1,3-benzoxazol-2-yl)piperidin-1-yl]-2-oxo-7-[(oxolan-3-yl)oxy]-1,2-dihydroquinoline-3-carboxamide